OC(COC1=CC=C(C=O)C=C1)COC1=CC=C(C=O)C=C1 4,4'-(2-hydroxypropane-1,3-diyl)-bis(oxy)bis(benzaldehyde)